(2-((5-Chloro-2-((1-isopropyl-1,2,3,4-tetrahydroisoquinolin-7-yl)amino)pyrimidin-4-yl)amino)phenyl)dimethylphosphine oxide ClC=1C(=NC(=NC1)NC1=CC=C2CCNC(C2=C1)C(C)C)NC1=C(C=CC=C1)P(C)(C)=O